2'-chloro-N-(5-(4-chloro-6-(difluoromethyl)nicotinoyl)-5,6-dihydro-4H-pyrrolo[3,4-d]thiazol-2-yl)-5'-methoxy-6-methyl-[4,4'-bipyridine]-3-carboxamide ClC1=NC=C(C(=C1)C1=C(C=NC(=C1)C)C(=O)NC=1SC2=C(N1)CN(C2)C(C2=CN=C(C=C2Cl)C(F)F)=O)OC